1,1-trifluoro-2,4-pentanedione CC(=O)CC(=O)C(F)(F)F